(4-bromo-6-(2-hydroxy-2-methylpropoxy)pyrazolo[1,5-a]pyridin-3-yl)dimethylphosphine oxide BrC=1C=2N(C=C(C1)OCC(C)(C)O)N=CC2P(C)(C)=O